N-[3-(2-isopropylphenyl)-1-(2-methoxyethyl)-6-oxo-1,6-dihydro-4-pyridazinyl]-2-methoxy-5-(trifluoromethyl)benzamide C(C)(C)C1=C(C=CC=C1)C1=NN(C(C=C1NC(C1=C(C=CC(=C1)C(F)(F)F)OC)=O)=O)CCOC